2-((3-(2,6-dioxopiperidin-3-yl)-1-methyl-1H-indazol-7-yl)oxy)-N-((S)-1-(p-tolyl)-ethyl)acetamide O=C1NC(CCC1C1=NN(C2=C(C=CC=C12)OCC(=O)N[C@@H](C)C1=CC=C(C=C1)C)C)=O